NCC=1C=C2CCCC2=CC1 5-aminomethylindan